C(C)(C)(C)OC(=O)N1CCC(CC1)[C@@H](C1=CC=CC=C1)N1N=C(N=N1)CO (S)-4-((5-(hydroxymethyl)-2H-tetrazol-2-yl)(phenyl)methyl)piperidine-1-carboxylic acid tert-butyl ester